Methyl (S)-2-((S)-3-cyclopropyl-2-(2-((S)-1-(2,3-difluorobenzyl)-5-oxopyrrolidin-2-yl)acetamido)propanamido)-3-(3-fluorophenyl)propanoate C1(CC1)C[C@@H](C(=O)N[C@H](C(=O)OC)CC1=CC(=CC=C1)F)NC(C[C@H]1N(C(CC1)=O)CC1=C(C(=CC=C1)F)F)=O